1-(3-((4-((2',3'-difluoro-4-methoxy-[1,1'-biphenyl]-3-yl)amino)-7-methoxyquinazoline-6-yl)oxy)azetidin-1-yl)prop-2-en-1-one FC1=C(C=CC=C1F)C1=CC(=C(C=C1)OC)NC1=NC=NC2=CC(=C(C=C12)OC1CN(C1)C(C=C)=O)OC